N1C=NC2=C1C=CC(=C2)COC=2C=CC(=C(C2)C=2C=CC=C1C(=C(C(NC21)=O)C(=O)NCCC)N)F 8-(5-((1H-benzo[d]imidazol-5-yl)methoxy)-2-fluorophenyl)-4-amino-2-oxo-N-propyl-1,2-dihydroquinoline-3-carboxamide